N-(6-(2H-1,2,3-triazol-2-yl)-5-(trifluoromethyl)pyridin-3-yl)-4-(3-amino-5-bromo-2-chloropyridin-4-yl)-2-chloro-5-fluorobenzamide N=1N(N=CC1)C1=C(C=C(C=N1)NC(C1=C(C=C(C(=C1)F)C1=C(C(=NC=C1Br)Cl)N)Cl)=O)C(F)(F)F